N(N=C1SC2=C(N1CC)C=CC(=C2)S(=O)(=O)O)=C2SC1=C(N2CC)C=CC(=C1)S(=O)(=O)O 2,2'-azino-bis(3-ethylbenz-thiazoline-6-sulfonic acid)